Trans-N-(5-(5-formyl-2-thienyl)-[1,2,4]triazolo[1,5-a]pyridin-2-yl)-2-fluoro-cyclopropanamide C(=O)C1=CC=C(S1)C1=CC=CC=2N1N=C(N2)NC(=O)[C@H]2[C@@H](C2)F